FC12CC(C1)(C2)S(=O)O[Na] (3-fluoro-1-bicyclo[1.1.1]pentanyl)sulfinyloxysodium